4-[6-[1-(hydroxymethyl)cyclohexyl]-3-pyridyl]-6-(4-piperazin-1-ylphenyl)pyrazolo[1,5-a]pyridine-3-carbonitrile OCC1(CCCCC1)C1=CC=C(C=N1)C=1C=2N(C=C(C1)C1=CC=C(C=C1)N1CCNCC1)N=CC2C#N